FC1(CCC(CC1)NC1=NC(=CC(=N1)N1CCN(CC1)C(C)=O)C=1SC=C(N1)C)F 1-(4-(2-((4,4-difluorocyclohexyl)amino)-6-(4-methylthiazol-2-yl)pyrimidin-4-yl)piperazin-1-yl)ethan-1-one